FC1=C(C=CC(=C1)F)C(CN1CCC(CC1)NC1=CC=C(C=C1)C1=CC=C(C=C1)OC)(CN1N=CN=C1)O 2-(2,4-difluorophenyl)-1-(4-((4'-methoxy-[1,1'-biphenyl]-4-yl)amino)piperidin-1-yl)-3-(1H-1,2,4-triazol-1-yl)propan-2-ol